[Cl-].C(C=C)CC=1NC(=C(N1)C)C monoallyl-trimethyl-imidazole chloride